2-(7-fluorodibenzo[b,d]furan-4-yl)-4-isobutylpyridine FC1=CC2=C(C3=C(O2)C(=CC=C3)C3=NC=CC(=C3)CC(C)C)C=C1